FC=1C=C(C(=O)N)C=CC1CN1CCC(CC1)C=O 3-FLUORO-4-[(4-FORMYLPIPERIDIN-1-YL)METHYL]BENZAMIDE